aluminum copper calcium titanium [Ti].[Ca].[Cu].[Al]